N-(3-bromo-5-methylsulfonylphenyl)-4-phenylthiophene-2-carboxamide BrC=1C=C(C=C(C1)S(=O)(=O)C)NC(=O)C=1SC=C(C1)C1=CC=CC=C1